OC(C)(P([O-])(=O)[O-])P([O-])(=O)[O-] 1-hydroxy-ethane-1,1-diphosphonate